CC(C(=O)OC)C(C(C(=O)OC)C)=O dimethyl 2,4-dimethyl-3-oxo-pentanedioate